C(#C)C=1C=NC(=NC1)N[C@H]1CN(CC1)C(=O)C1=CC=C(C=C1)NC(C=C)=O (R)-N-(4-(3-((5-ethynylpyrimidin-2-yl)amino)pyrrolidine-1-carbonyl)phenyl)acrylamide